7,7,9-Trimethyl-4,13-dioxo-3,14-dioxa-5,12-diaza-hexadecan-1,16-diol CC(CNC(OCCO)=O)(CC(CCNC(OCCO)=O)C)C